1-[3-(2,2-dideuterio-1,1-difluoro-2-hydroxy-ethyl)-2-fluoro-phenyl]ethanone [2H]C(C(F)(F)C=1C(=C(C=CC1)C(C)=O)F)(O)[2H]